N-(3-chloro-2,4-difluorophenyl)-2-(6-methyl-4-(trifluoromethyl)pyridin-2-yl)-5-oxo-N-(3-(pyrrolidin-1-yl)propyl)pyrazolidine-3-carboxamide ClC=1C(=C(C=CC1F)N(C(=O)C1N(NC(C1)=O)C1=NC(=CC(=C1)C(F)(F)F)C)CCCN1CCCC1)F